thiatolan S1(CC=CC=C1)C#CC1=CC=CC=C1